6,7-difluoro-3-(6-oxo-5-oxo-7-azaspiro[3.4]octan-7-yl)benzo[d]isoxazole-5-carbaldehyde FC1=C(C2=C(C(=NO2)N2C(C(C3(CCC3)C2)=O)=O)C=C1C=O)F